3-bromo-5-(2-fluoro-4-methoxy-5-propoxyphenyl)pyridine BrC=1C=NC=C(C1)C1=C(C=C(C(=C1)OCCC)OC)F